[Si]([O-])([O-])([O-])[O-].[Al+3].[B+3] boron-aluminum silicate